(S)-4-(4-(2-(1-(5-(5-(difluoromethyl)-5H-pyrido[4,3-b]indol-7-yl)-3-fluoropyridin-2-yl)piperidin-4-yl)ethyl)piperazin-1-yl)-N-(2,6-dioxopiperidin-3-yl)-2-fluorobenzamide FC(N1C2=C(C=3C=CC(=CC13)C=1C=C(C(=NC1)N1CCC(CC1)CCN1CCN(CC1)C1=CC(=C(C(=O)N[C@@H]3C(NC(CC3)=O)=O)C=C1)F)F)C=NC=C2)F